N-((2-(6-(2-(methoxymethyl)pyrrolidin-1-yl)pyridin-2-yl)-1,6-naphthyridin-7-yl)methyl)-4-methyl-3-(methylsulfonyl)benzamide COCC1N(CCC1)C1=CC=CC(=N1)C1=NC2=CC(=NC=C2C=C1)CNC(C1=CC(=C(C=C1)C)S(=O)(=O)C)=O